4-[5-chloranyl-2-[2-[6-[di(methyl)amino]-2-methyl-4-oxidanylidene-5,6,7,8-tetrahydroquinazolin-3-yl]ethoxy]phenyl]-2-methyl-pyrrolo[1,2-b]pyridazine-7-carboxylic acid ClC=1C=CC(=C(C1)C=1C=2N(N=C(C1)C)C(=CC2)C(=O)O)OCCN2C(=NC=1CCC(CC1C2=O)N(C)C)C